1,3-bis(amino-methyl)cyclohexane NCC1CC(CCC1)CN